FC(OC1=CC(=NN1)NC1=NC(=CN=C1)NC1CCNCC1)F N2-(5-(difluoromethoxy)-1H-pyrazol-3-yl)-N6-(piperidin-4-yl)pyrazine-2,6-diamine